FC(C([2H])([2H])N1C[C@@H]2[C@H](C1)CC(C2)NC=2N=NC(=CC2)C2=C(C1=CN(N=C1C=C2)C)C)(C2CCOCC2)F (3aR,5s,6aS)-2-(2,2-difluoro-2-(tetra-hydro-2H-pyran-4-yl)ethyl-1,1-d2)-N-(6-(2,4-dimethyl-2H-indazol-5-yl)-pyridazin-3-yl)octa-hydrocyclopenta-[c]pyrrol-5-amine